(2S)-1-[2-(1,3-benzothiazole-6-sulfonyl)-2H,4H,5H,6H-pyrrolo[3,4-c]pyrazol-5-yl]-3-hydroxy-2-methyl-2-(pyridin-2-yl)propan-1-one S1C=NC2=C1C=C(C=C2)S(=O)(=O)N2N=C1C(=C2)CN(C1)C([C@](CO)(C1=NC=CC=C1)C)=O